C(C)NC1=NC(=NC=C1C(F)(F)F)C1=C(C=C2C(N(C=NC2=C1)CCC[C@H](C)NC=1C=NNC(C1C(F)(F)F)=O)=O)F 7-[4-(ethylamino)-5-(trifluoromethyl)pyrimidin-2-yl]-6-fluoro-3-[(4S)-4-[[6-oxo-5-(trifluoromethyl)-1H-pyridazin-4-yl]amino]pentyl]quinazolin-4-one